BrC=1C(=C(C(=O)NC2=CC=NN2C2CN(C2)C(=O)OC(C)(C)C)C=C(C1)C)I tert-butyl 3-(5-(3-bromo-2-iodo-5-methylbenzamido)-1H-pyrazol-1-yl)azetidine-1-carboxylate